[S].N(=O)[Fe] nitrosyl-iron sulphur